C[C@]12CC[C@H]3[C@H]([C@@H]1CC[C@@H]2O)C/C(=N\\OCC(=O)O)/C4=C3C=CC(=C4)O The molecule is an oxime O-ether that is a derivative of 17beta-estradiol having an O-(carboxymethyl)oxime group at the 6-position. It has a role as an epitope. It derives from a 17beta-estradiol.